C(CCC)N1C(C=2C=3C=4C(C(N(C(C4C=CC3C1=O)=O)CCCP(O)(O)=O)=O)=CC2)=O (3-(7-butyl-1,3,6,8-tetraoxo-3,6,7,8-tetrahydrobenzo[lmn]-[3,8]phenanthroline-2(1H)-yl)propyl)phosphonic acid